(2R,4S)-N-((S)-1-((5-chloro-2-(1H-tetrazol-1-yl)benzyl)amino)-1-oxopropan-2-yl)-4-(3,5-dimethoxybenzyl)pyrrolidine-2-carboxamide trifluoroacetate FC(C(=O)O)(F)F.ClC=1C=CC(=C(CNC([C@H](C)NC(=O)[C@@H]2NC[C@H](C2)CC2=CC(=CC(=C2)OC)OC)=O)C1)N1N=NN=C1